9-amino-11-methoxy-7-phenyl-5-(phenylamino)-4,8-disulfo-benzo[a]phenazinium NC1=C(C2=[N+](C3=CC(=C4C(=C3N=C2C(=C1)OC)C=CC=C4S(=O)(=O)O)NC4=CC=CC=C4)C4=CC=CC=C4)S(=O)(=O)O